N-(2,2'-dichloro-3'-(6-methoxy-5-((3-(methylcarbamoyl)azetidin-1-yl)methyl)pyridin-2-yl)-[1,1'-biphenyl]-3-yl)-1,5-dimethyl-4,5,6,7-tetrahydro-1H-imidazo[4,5-c]pyridine-2-formamide ClC1=C(C=CC=C1NC(=O)C=1N(C2=C(CN(CC2)C)N1)C)C1=C(C(=CC=C1)C1=NC(=C(C=C1)CN1CC(C1)C(NC)=O)OC)Cl